dibromomonochlorophenol BrC=1C(=C(C=CC1Cl)O)Br